N[C@@H]1C2=CC=CC=C2CC12CCN(CC2)C=2NC(C1=C(N2)NN=C1C1(CC1)C1=CC=C(C=C1)OC(F)(F)F)=O (S)-6-(1-amino-1,3-dihydrospiro[indene-2,4'-piperidine]-1'-yl)-3-(1-(4-(trifluoromethoxy)phenyl)cyclopropyl)-1,5-dihydro-4H-pyrazolo[3,4-d]pyrimidin-4-one